N1-(2-((4-chloro-2-fluorophenyl)ethynyl)phenyl)-N4,N4-dimethylbenzene-1,4-disulfonamide ClC1=CC(=C(C=C1)C#CC1=C(C=CC=C1)NS(=O)(=O)C1=CC=C(C=C1)S(=O)(=O)N(C)C)F